FC1=CC=C(CC2=CC3=C(OC[C@@H](N3C(=O)OC(C)(C)C)C)N=C2C(NCCO)=O)C=C1 tert-butyl (S)-7-(4-fluorobenzyl)-6-((2-hydroxyethyl) carbamoyl)-2-methyl-2,3-dihydro-1H-pyrido[2,3-b][1,4]oxazine-1-carboxylate